tert-butyl 5-amino-4-(5-bromo-4-methoxy-1-oxo-isoindolin-2-yl)-5-oxo-pentanoate NC(C(CCC(=O)OC(C)(C)C)N1C(C2=CC=C(C(=C2C1)OC)Br)=O)=O